3,4-difluoroaniline iodide [I-].FC=1C=C(N)C=CC1F